3-((1H-pyrazolo[3,4-b]pyridin-5-yl)ethynyl)-2,4-difluoroaniline N1N=CC=2C1=NC=C(C2)C#CC=2C(=C(N)C=CC2F)F